FC(CN1N=CN=C1C(=O)OC)F Methyl 1-(2,2-difluoroethyl)-1H-1,2,4-triazole-5-carboxylate